4-(2,2,2-trifluoroethyl)piperazin-2-one FC(CN1CC(NCC1)=O)(F)F